2',5'-dideoxyadenosine [C@@H]1(C[C@H](O)[C@@H](C)O1)N1C=NC=2C(N)=NC=NC12